tert-butyl(2-((5-(1-isopropyl-2,3-dihydro-1H-pyrrolo[2,3-c]pyridin-5-yl)-1H-1,2,4-triazol-3-yl)amino)-5-(trifluoromethyl)pyridin-3-yl)(methyl)carbamate C(C)(C)(C)OC(N(C)C=1C(=NC=C(C1)C(F)(F)F)NC1=NNC(=N1)C=1C=C2C(=CN1)N(CC2)C(C)C)=O